(R)-4-(3-methylisoxazol-5-yl)-N-(3-methylthieno[3,2-c]pyridin-4-yl)-N-(piperidin-3-yl)piperidine-1-carboxamide CC1=NOC(=C1)C1CCN(CC1)C(=O)N([C@H]1CNCCC1)C1=NC=CC2=C1C(=CS2)C